NC(CN(CCC(C(C)C)N1CC2(C1)CN(CC2)C=2N=CN=NC2OC2=C(C(=O)N(C(C)C)CC)C=C(C=C2)F)C)=O 2-((5-(2-(1-((2-amino-2-oxoethyl)(methyl)amino)-4-methylpent-3-yl)-2,6-diazaspiro[3.4]oct-6-yl)-1,2,4-triazin-6-yl)oxy)-N-ethyl-5-fluoro-N-isopropylbenzamide